BrC=1C=CC(=NC1)N(CC1=CC=C(C=C1)OC)CC1=CC=C(C=C1)OC 5-bromo-N,N-bis[(4-methoxyphenyl)methyl]pyridin-2-amine